methyl 9-(1-((2-carbamoylphenyl) amino) ethyl)-2-(4,4-dimethylpiperidin-1-yl)-4-oxo-4H-pyrido[1,2-a]pyrimidine-7-carboxylate C(N)(=O)C1=C(C=CC=C1)NC(C)C1=CC(=CN2C1=NC(=CC2=O)N2CCC(CC2)(C)C)C(=O)OC